N-(3,5-dichloro-4-((4-cyclopropylquinolin-6-yl)oxy)phenyl)-5-oxo-4,5-dihydro-1,2,4-oxadiazole-3-carboxamide ClC=1C=C(C=C(C1OC=1C=C2C(=CC=NC2=CC1)C1CC1)Cl)NC(=O)C1=NOC(N1)=O